CN1C(=NC(=C1)C(F)(F)F)C1=CC=C(C=C1)CN1C(OC2=C1N=C(N=C2)C2=C(C=CC=C2)C(C)C)=O 3-([4-[1-methyl-4-(trifluoromethyl)-1H-imidazol-2-yl]phenyl]methyl)-5-[2-(prop-2-yl)phenyl]-2H,3H-[1,3]oxazolo[4,5-d]pyrimidin-2-one